ClC=1C=C(C=C(C1)Cl)C1(CC(=NO1)C1=CC(=C(C(=O)NC2CS(C2)=O)C=C1)C)C(F)(F)F 4-[5-(3,5-Dichlorophenyl)-5-(trifluoromethyl)-4,5-dihydro-1,2-oxazol-3-yl]-2-methyl-N-(1-oxidothietan-3-yl)benzamid